OC1=C(C=CC=C1)C1=NC=C(C(=O)NCCC2=C(NC3=CC=CC=C23)C)C=C1 6-(2-Hydroxyphenyl)-N-(2-(2-methyl-1H-indol-3-yl)ethyl)nicotinamide